5-((R)-azepan-4-yl)-1-oxoisoindolin N1CC[C@@H](CCC1)C=1C=C2CNC(C2=CC1)=O